NC1=NC=2C(=CC=CC2C=2N1C=C(N2)C(=O)N2CCC(CC2)C(C)C)OC (5-amino-7-methoxyimidazo[1,2-c]quinazolin-2-yl)(4-isopropylpiperidin-1-yl)methanone